2,5-bis(3-thietanylthiomethyl)-2,5-dimethyl-1,4-dithiane S1CC(C1)SCC1(SCC(SC1)(C)CSC1CSC1)C